copper (II) sulphate S(=O)(=O)([O-])[O-].[Cu+2]